(Z)-N-benzyl-2-(5-fluoro-1-(4-hydroxy-3,5-dimethoxybenzylidene)-2-methyl-1H-inden-3-yl)-2-((pyridin-3-ylmethyl)amino)acetamide C(C1=CC=CC=C1)NC(C(NCC=1C=NC=CC1)C1=C(/C(/C2=CC=C(C=C12)F)=C/C1=CC(=C(C(=C1)OC)O)OC)C)=O